thiadiazolethioate S1N=NC(=C1)C([O-])=S